FC=1C=C(C(=O)N2C3=C(C(CCC2)=O)C=CC=C3)C=CC1C 1-(3-fluoro-4-methylbenzoyl)-1,2,3,4-tetrahydro-5H-benzo[b]azepin-5-one